CC=1C=C(CC2(CC2)C(=O)N[C@H]2CN(CC2)C)C=CC1 (R)-1-(3-methylbenzyl)-N-(1-methylpyrrolidin-3-yl)cyclopropane-1-carboxamide